C[C@@H]1CN(C[C@@H](N1)C)C1=CC=CC(=N1)CN (6-((3R,5S)-3,5-dimethylpiperazin-1-yl)pyridin-2-yl)methanamine